FC1=C(C=CC2=C1O[C@@H]1[C@H](CC2)[C@H](CC1)\C=C\C(C1(COC1)C1=CC=CC=C1)O)C(=O)O (1R,3aS,10aR)-5-fluoro-1-[(1E,3ξ)-3-hydroxy-3-(3-phenyl-3-oxetanyl)-1-propen-1-yl]-2,3,3a,9,10,10a-hexahydro-1H-benzo[b]cyclopenta[f]oxepin-6-carboxylic acid